6-(1-(2-Cyclobutyl-2-azaspiro[3.3]heptan-6-yl)piperidin-4-yl)-2-(3,4-dimethoxyphenyl)-1,4-dimethyl-1H-benzo[d]imidazol C1(CCC1)N1CC2(C1)CC(C2)N2CCC(CC2)C=2C=C(C1=C(N(C(=N1)C1=CC(=C(C=C1)OC)OC)C)C2)C